C(#N)C=1C(=NC(=NC1)NC(C1=CN=C(C=C1)C1=C(C=C(C=C1)C1=NOC(=N1)C)F)=O)OCCN(C)C N-(5-cyano-4-(2-(dimethylamino)ethoxy)pyrimidin-2-yl)-6-(2-fluoro-4-(5-methyl-1,2,4-oxadiazol-3-yl)phenyl)nicotinamide